CC1=C(C=C(C=C1)C)C=1N=C(NC1)C1N(CCCC1)C(C(C)SC)=O 1-(2-(4-(2,5-dimethylphenyl)-1H-imidazol-2-yl)piperidin-1-yl)-2-(methylsulfanyl)propan-1-one